CN(C(=O)Cl)C N,N-dimethyl-carbamoyl chloride